C(\C=C\C(=O)OCCCCCN1CCOCC1)(=O)OC Methyl 5-morpholin-4-ylpentyl (2E)-but-2-ene-1,4-dioate